CC1=NC(=CC(=N1)C)C=C 2,4-dimethyl-6-vinylpyrimidine